6-(2-chloro-3-methoxyphenyl)-2-(pyrimidin-2-yl)-7,8-dihydro-phthalazin-1(2H)-one ClC1=C(C=CC=C1OC)C1=CC=2C=NN(C(C2CC1)=O)C1=NC=CC=N1